CC1(OB(OC1(C)C)C1=CC=C(OCCN2CCC(CC2)O)C=C1)C 1-[2-[4-(4,4,5,5-tetramethyl-1,3,2-dioxaborolan-2-yl)phenoxy]ethyl]piperidin-4-ol